N-(4-nitrobenzyloxycarbonyl)imidazole [N+](=O)([O-])C1=CC=C(COC(=O)N2C=NC=C2)C=C1